ClC1=CC=C(C=C1)NC=1C(C(C1OCC)=O)=O 3-[(4-Chlorophenyl)amino]-4-ethoxycyclobut-3-ene-1,2-dione